bromo-3-methylisobenzofuran-1(3H)-one BrC1(OC(C2=CC=CC=C12)=O)C